N-(2,4-Dimethoxybenzyl)-2-fluoro-4-(3-(methyl(1-methylpiperidin-4-yl)amino)-3-(3-(trifluoromethyl)phenethyl)piperidin-1-yl)-N-(pyrimidin-4-yl)benzenesulfonamide COC1=C(CN(S(=O)(=O)C2=C(C=C(C=C2)N2CC(CCC2)(CCC2=CC(=CC=C2)C(F)(F)F)N(C2CCN(CC2)C)C)F)C2=NC=NC=C2)C=CC(=C1)OC